BrC1=CC(=C(C=C1)C(CCCNC(OC(C)(C)C)=O)=O)F tert-butyl (4-(4-bromo-2-fluorophenyl)-4-oxobutyl)carbamate